N-[(1S)-1-[4-({2-chloro-7-[(1S)-1-methoxyethyl]-[1,2,4]triazolo[1,5-a]pyrimidin-6-yl}amino)-3-methylphenyl]-2,2,2-trifluoroethyl]-N-methyl-1,1-dioxo-1λ6-thiane-4-carboxamide ClC1=NN2C(N=CC(=C2[C@H](C)OC)NC2=C(C=C(C=C2)[C@@H](C(F)(F)F)N(C(=O)C2CCS(CC2)(=O)=O)C)C)=N1